C(C)(C)(C)OC(=O)NCCCN1C=NC(=C1)C1=CC=C(OC[C@H](C(=O)OC(C)(C)C)O)C=C1 tert-butyl (R)-3-(4-(1-(3-((tert-butoxycarbonyl)-amino)propyl)-1H-imidazol-4-yl)phenoxy)-2-hydroxypropanoate